CN1C(C2(CCN(CC2)CCOC=2C=C3N=CC=NC3=CC2)C2=CC=CC=C12)=O 1-methyl-1'-[2-(quinoxalin-6-yloxy)ethyl]-1,2-dihydrospiro[indole-3,4'-piperidin]-2-one